2-(1-(5-((5-Chloro-2,3-dihydro-1H-inden-2-yl)amino)pyridin-2-yl)-2,2,2-trifluoroethyl)-8-oxa-2-azaspiro[4.5]decan-1-one ClC=1C=C2CC(CC2=CC1)NC=1C=CC(=NC1)C(C(F)(F)F)N1C(C2(CC1)CCOCC2)=O